1-[3-(1,1-Dimethoxyethyl)-2-fluorophenyl]-1,1-difluoro-2-methyl-propan-2-ol COC(C)(OC)C=1C(=C(C=CC1)C(C(C)(O)C)(F)F)F